BrC1=CC=2C3=C(N=CC2C=C1)NC(=C3)C 8-bromo-2-methyl-3H-pyrrolo[2,3-c]isoquinoline